ClC=1C=NC(=NC1)OC1=C(C=C(C=C1C)NC(=O)NC(=O)C1CC(C1)OC)F N-((4-((5-chloropyrimidin-2-yl)oxy)-3-fluoro-5-methylphenyl)carbamoyl)-3-methoxycyclobutane-1-carboxamide